C(#N)C1=CC(=C(C=C1)COC1=NC(=NS1)C1=CC(=C(C=C1)CC=1N(C2=C(N1)C=CC(=C2)C(=O)OC)CCOC)F)F Methyl 2-{[4-[5-[(4-cyano-2-fluoro-phenyl)methoxy]-1,2,4-thiadiazol-3-yl]-2-fluoro-phenyl]methyl}-3-(2-methoxyethyl)benzimidazole-5-carboxylate